ClC1=NC=2N([C@H](C(N(C2C=N1)C)=O)CC#C)C (7S)-2-chloro-5,8-dimethyl-7-(prop-2-yn-1-yl)-7,8-dihydropteridin-6(5H)-one